hexamercaptohexanol SC(C(C(O)(S)S)(S)S)(CCC)S